C(C)(C)(C)NC1=NC(=C(C2=C1C(N1[C@@H](CO2)CNCC1)=O)Cl)C1=C(C=CC=C1)F (R)-1-(t-butylamino)-4-chloro-3-(2-fluorophenyl)-7,8,9,10-tetrahydro-6H-pyrazino[2,1-c]pyrido[3,4-f][1,4]oxazepin-12-one